C(C)(C)(C)OC(=O)N1CCP(CC1)(=O)OCC.O=P1CCN(CC1)C(=O)OC(C)(C)C tert-butyl 4-oxo-1,4lambda5-azaphosphinane-1-carboxylate Tert-butyl-4-ethoxy-4-oxo-1,4lambda5-azaphosphinane-1-carboxylate